Zirconium stearate tributoxide [O-]CCCC.[O-]CCCC.[O-]CCCC.C(CCCCCCCCCCCCCCCCC)(=O)[O-].[Zr+4]